6-[7-methoxy-8-(prop-2-enamido)naphthalen-2-yl]-N-(1-methylpiperidin-4-yl)pyridine-2-carboxamide COC1=CC=C2C=CC(=CC2=C1NC(C=C)=O)C1=CC=CC(=N1)C(=O)NC1CCN(CC1)C